OC1=C(C=CC(=C1)O)N1CN(CN(C1)Cl)Cl 1-(2,4-dihydroxyphenyl)-3,5-dichloros-triazine